(S)-2-((4-(3-((7-((4-acryloylpiperazin-1-yl)sulfonyl)-2,7-diazaspiro[3.5]nonane-2-yl)methyl)pyrrolidin-1-yl)pyrimidin-5-yl)oxy)-5-fluoro-N,N-diisopropylbenzamide C(C=C)(=O)N1CCN(CC1)S(=O)(=O)N1CCC2(CN(C2)C[C@H]2CN(CC2)C2=NC=NC=C2OC2=C(C(=O)N(C(C)C)C(C)C)C=C(C=C2)F)CC1